C(CC)[N+](CCO)(CCC)CCC tripropyl-(2-hydroxyethyl)ammonium